ClC=1C=C(C(=O)NC=2N(N=C(C2)C2=NC3=C(N2C)C=CC=C3)C)C=CC1OC 3-chloro-4-methoxy-N-[2-methyl-5-(1-methylbenzimidazol-2-yl)pyrazol-3-yl]benzamide